FC1=CC=C(C(=O)N2CCN(CC2)C2=C(C=CC=C2)N(S(=O)(=O)C=2C=CC3=C(C=C(O3)C(=O)OCC)C2)CCC2=CC=CC=C2)C=C1 ethyl 5-(N-(2-(4-(4-fluorobenzoyl) piperazin-1-yl) phenyl)-N-phenethylsulfamoyl)-benzofuran-2-carboxylate